S(=O)(=O)(O)O.C(#N)CC[Li] 2-Cyanoethyl-lithium sulfate